C1=CC(=CC(=C1)[N+](=O)[O-])C(F)(F)F m-Nitrotrifluorotoluene